N[C@H]1CCC2=CC(=CC=C12)N1C(=NC=2C1=NC(=CC2)C=2N=NN(C2)C)C=2C(=NC=CC2)N (S)-3-(3-(1-amino-2,3-dihydro-1H-inden-5-yl)-5-(1-methyl-1H-1,2,3-triazol-4-yl)-3H-imidazo[4,5-b]pyridin-2-yl)pyridin-2-amine